FC=1C(=NC=C(C1)F)SC=1C=2N(C=C(C1)C=1C=NN(C1C)C1CCN(CC1)C([C@H](C)O)=O)N=CC2C#N (S)-4-((3,5-difluoropyridin-2-yl)thio)-6-(1-(1-(2-hydroxypropanoyl)piperidin-4-yl)-5-methyl-1H-pyrazol-4-yl)pyrazolo[1,5-a]pyridine-3-carbonitrile